COC1=C(C(=O)N)C=C(C=N1)NC(C(=O)N1[C@H](CC[C@@H](C1)C)C=1C=CC2=C(N=C(S2)CC2CCN(CC2)C)C1)=O methoxy-5-(2-((2R,5S)-5-methyl-2-(2-((1-methylpiperidin-4-yl)methyl)benzo[d]thiazol-5-yl)piperidin-1-yl)-2-oxoacetamido)nicotinamide